Cl.FC1=C(C=CC=C1)C=1N(C=C(C1)CNC)S(=O)(=O)C=1C=C(C=CC1)NS(=O)(=O)CCC N-(3-{[2-(2-fluorophenyl)-4-[(methylamino)methyl]-1H-pyrrol-1-yl]sulfonyl}phenyl)propane-1-sulfonylamine hydrochloride